FC1(CNC1)CN1CC2=CC=C3C(=C2CC1)C=C(N3)C=O {7-[(3-fluoroazetidin-3-yl)methyl]-6,7,8,9-tetrahydro-3H-pyrrolo[3,2-f]isoquinolin-2-yl}methanone